NC1=CC2=C(C=N1)C=1C=CC(=CC1OC2)N2C(CCC2)=O (3-amino-5H-chromeno[4,3-c]pyridin-8-yl)pyrrolidin-2-one